C1(CC1)C=1N=NN(C1)[C@@H](C(=O)N1[C@H](C[C@@H](C1)O)C(=O)NC(C(C)C)C1=NN=C2N1C=CC=C2)C(C)(C)C (2R,4s)-1-[(2R)-2-(4-cyclopropyltriazol-1-yl)-3,3-dimethyl-butyryl]-4-hydroxy-N-[2-methyl-1-([1,2,4]triazolo[4,3-a]pyridin-3-yl)propyl]pyrrolidine-2-carboxamide